1-ethyl-1-((S)-2,2,2-trifluoro-1-(3-(8-methoxyimidazo[1,2-a]pyrazin-6-yl)phenyl)ethyl)-3-(2,2,2-trifluoro-1-(3-fluorophenyl)ethyl)urea C(C)N(C(=O)NC(C(F)(F)F)C1=CC(=CC=C1)F)[C@H](C(F)(F)F)C1=CC(=CC=C1)C=1N=C(C=2N(C1)C=CN2)OC